(E)-2-(3-(2-cyano-2-(6-(Dimethylamino)-3H-imidazo[4,5-c]pyridin-2-yl)vinyl)-2,5-dimethyl-1H-pyrrol-1-yl)-5-methylthiophene-3-carbonitrile C(#N)\C(=C/C1=C(N(C(=C1)C)C=1SC(=CC1C#N)C)C)\C1=NC2=C(C=NC(=C2)N(C)C)N1